C(C)(C)(C)C1=CC(=C(S1)C(N)=O)NC(=O)C=1C=NN2C1N=CC=C2 N-(5-tert-Butyl-2-carbamoylthiophen-3-yl)pyrazolo[1,5-a]pyrimidin-3-carboxamid